FC1=CC=C(S1)S(=O)(=O)N1CC2(CCC2)CC1C 6-((5-fluorothiophen-2-yl)sulfonyl)-7-methyl-6-azaspiro[3.4]octane